3-[7-(3,6-dihydro-2H-pyran-4-yl)-4-methoxy-[1,3]thiazolo[4,5-c]pyridin-2-yl]-1-[4-(3-methyl-5-oxo-4,5-dihydro-1H-pyrazol-1-yl)phenyl]urea O1CCC(=CC1)C=1C2=C(C(=NC1)OC)N=C(S2)NC(NC2=CC=C(C=C2)N2N=C(CC2=O)C)=O